2,4-dihydro-2-(5-cyanopentyl)-3H-1,2,4-triazol-3-one C(#N)CCCCCN1N=CNC1=O